1,5-dimethyl-6-thioxo-[1,3,5]Triazine-2,4-dione CN1C(NC(N(C1=S)C)=O)=O